5-((6,7-dihydro-5H-cyclopenta[b]pyridin-7-yl)oxy)-2-methylbenzofuran-3-carboxylic acid N1=C2C(=CC=C1)CCC2OC=2C=CC1=C(C(=C(O1)C)C(=O)O)C2